4-BROMO-3-FLUOROPHENYLISOCYANIDE BrC1=C(C=C(C=C1)[N+]#[C-])F